(2S,4S)-1-(1H-Indole-2-carbonyl)-4-methoxy-N-((S)-1-oxo-3-((S)-2-oxopyrrolidin-3-yl)propan-2-yl)pyrrolidine-2-carboxamide N1C(=CC2=CC=CC=C12)C(=O)N1[C@@H](C[C@@H](C1)OC)C(=O)N[C@H](C=O)C[C@H]1C(NCC1)=O